(S)-N-(3-((3-(9H-purin-6-yl)pyridin-2-yl)amino)-4-methylphenyl)-2-(3-(trifluoromethyl)pyrrolidin-1-yl)acetamide N1=CN=C2NC=NC2=C1C=1C(=NC=CC1)NC=1C=C(C=CC1C)NC(CN1C[C@H](CC1)C(F)(F)F)=O